7-chloro-1-(4-(morpholinomethyl)phenyl)-1,4-dihydrothiochromeno[4,3-c]pyrazole-3-carboxylic acid 5,5-dioxide ClC=1C=CC2=C(C1)S(CC1=C2N(N=C1C(=O)O)C1=CC=C(C=C1)CN1CCOCC1)(=O)=O